CN[C@@H]1[C@H](CCCC1)NC (1s,2s)-1-N,2-N-dimethylcyclohexane-1,2-diamine